CNC(CNC(C=C)=O)C N-[2-(methylamino)propyl]-2-propenamide